(S)-(4-(4-((3-(2,3-difluoro-4-methoxyphenyl)imidazo[1,2-a]pyrazin-8-yl)amino)-2-methylbenzoyl)piperazin-1-yl)(5,5-dimethylpyrrolidin-2-yl)methanone hydrochloride Cl.FC1=C(C=CC(=C1F)OC)C1=CN=C2N1C=CN=C2NC2=CC(=C(C(=O)N1CCN(CC1)C(=O)[C@H]1NC(CC1)(C)C)C=C2)C